3-hydroxy-10-methylundecanoic acid OC(CC(=O)O)CCCCCCC(C)C